1,2,3,4-tetrahydropyrimidine N1CNCC=C1